[Fe](Br)Br iron(II) bromide